2-(5-(1H-pyrazol-4-yl)pyridin-2-yl)-4-((3-methoxyphenyl)amino)-8-(3-(3-methyl-1H-indol-1-yl)propionyl)-2,8-diazaspiro[4.5]decan-3-one N1N=CC(=C1)C=1C=CC(=NC1)N1CC2(C(C1=O)NC1=CC(=CC=C1)OC)CCN(CC2)C(CCN2C=C(C1=CC=CC=C21)C)=O